NC1=[N+](C=C(N=C1C)C1CC1)CC(=O)OCC ethyl 2-(2-amino-5-cyclopropyl-3-methyl-pyrazin-1-ium-1-yl)acetate